BrC1=NN(C2=NC=C(C=C21)C(=O)N[C@@]2(CS(CC2)(=O)=O)C)C2=CC(=CC=C2)OC(F)F (S)-3-bromo-1-(3-(difluoromethoxy)phenyl)-N-(3-methyl-1,1-dioxidotetrahydrothiophen-3-yl)-1H-pyrazolo[3,4-b]pyridine-5-carboxamide